[Co].C[Co]C (dimethyl-cobalt) cobalt